C(=O)O.C(=O)O.C(=O)O.O[C@@H]1CC[C@H](CC1)N1C(C=2C=C(C=CC2C2=C1N=C(N=C2)NCCC(C)C)CN2CCN(CC2)C)=O trans-5-(4-hydroxycyclohexyl)-3-(isopentylamino)-8-((4-methylpiperazin-1-yl)methyl)pyrimido[4,5-c]isoquinolin-6(5H)-one Triformate Salt